C1(=CC=C(C=C1)N(C1=CC=C(C=C1)B(O)O)C1=CC=2C(C3=CC=CC=C3C2C=C1)(C)C)C1=CC=CC=C1 4-(biphenyl-4-yl-(9,9-dimethyl-9H-fluoren-2-yl)amino)phenyl-boronic acid